4-isobutylamino-2-[(1-methyl-1H-pyrazol-4-yl)amino]pyrimidine-5-carboxamide C(C(C)C)NC1=NC(=NC=C1C(=O)N)NC=1C=NN(C1)C